2-fluoro-6,6-dimethyl-5,5a,6,12-tetrahydroindolo[2,1-b]quinazolin-12-one FC=1C=C2C(N3C(NC2=CC1)C(C1=CC=CC=C13)(C)C)=O